7-methoxy-2-((2-morpholinopyridin-3-yl)methyl)imidazo[1,2-c]quinazolin-5-amine COC1=CC=CC=2C=3N(C(=NC12)N)C=C(N3)CC=3C(=NC=CC3)N3CCOCC3